isethionic acid S(=O)(=O)(O)CCO